N[C@H](C)C1=CC=C2C(=N1)N(C(=C2)C2=NC1=C(N2C)C(=CC(=C1)C(=O)OC(C)C)OC)CC(CCCC=C)(F)F isopropyl (R)-2-(6-(1-aminoethyl)-1-(2,2-difluorohept-6-en-1-yl)-1H-pyrrolo[2,3-b]pyridin-2-yl)-7-methoxy-1-methyl-1H-benzo[d]imidazole-5-carboxylate